BrC1=CC=C(C=C1)C=1OC2=C(C1)C=C(C(=C2)O)O 2-(4-bromophenyl)-5,6-dihydroxybenzofuran